C(C1=CC=CC=C1)C=1C(=NC(=NC1OC)OC)C1CCC(=CC1)C1=C(C=C(C=C1)C#N)Cl 4'-(5-benzyl-2,6-dimethoxypyrimidin-4-yl)-2-chloro-2',3',4',5'-tetrahydro-[1,1'-biphenyl]-4-carbonitrile